C[C@@H]1CN(CCC1)CC=1C=C2C(C=COC2=CC1)=O 6-(((S)-3-methylpiperidin-1-yl)methyl)-4H-chromen-4-one